CN1N=NC(=C1NC(OC(C)C=1C=NC=C(C1Cl)F)=O)C1=NC(=C(C=C1)NS(=O)(=O)C)C 1-(4-chloro-5-fluoropyridin-3-yl)ethyl (1-methyl-4-(6-methyl-5-(methylsulfonamido) pyridin-2-yl)-1H-1,2,3-triazol-5-yl)carbamate